tert-butyl (S)-(1-((5-(5-(trifluoromethyl)pyrimidin-2-yl)-4,5,6,7-tetrahydropyrazolo[1,5-a]pyrazin-2-yl)methoxy)propan-2-yl-1,1-d2)carbamate FC(C=1C=NC(=NC1)N1CC=2N(CC1)N=C(C2)COC([C@H](C)NC(OC(C)(C)C)=O)([2H])[2H])(F)F